C(N1C=NC=2CNCCC21)([2H])([2H])[2H] 1-(methyl-d3)-1,4,6,7-tetrahydro-5H-imidazo[4,5-c]pyridine